FC1(CCN(CC1)C1=NC(=CC(=N1)NC(C1=C(C=C(C=C1)NS(=O)(=O)CC)N1CCC2(CC2)CC1)=O)C)F N-(2-(4,4-difluoropiperidin-1-yl)-6-methylpyrimidin-4-yl)-4-(ethylsulfonylamino)-2-(6-azaspiro[2.5]oct-6-yl)benzamide